2-(4-{[(3R)-1-ethylpiperidin-3-yl]amino}imidazo[1,5-d][1,2,4]triazin-1-yl)-5-(trifluoromethyl)phenol formate salt C(=O)O.C(C)N1C[C@@H](CCC1)NC1=NN=C(C=2N1C=NC2)C2=C(C=C(C=C2)C(F)(F)F)O